O1CCN(CC1)C=1C=C2C=CN(C(C2=CC1)=O)CC=1C=C(C(=O)NCC2CCN(CC2)C2COC2)C=CC1 3-((6-Morpholino-1-oxoisoquinolin-2(1H)-yl)methyl)-N-((1-(oxetan-3-yl)piperidin-4-yl)methyl)benzamide